OCCC/C=C/C1=C2CN(C(C2=CC=C1)=O)C1C(N(C(CC1)=O)COCC[Si](C)(C)C)=O (E)-3-(4-(5-hydroxypent-1-en-1-yl)-1-oxoisoindolin-2-yl)-1-((2-(trimethylsilyl)ethoxy)methyl)piperidine-2,6-dione